methyl (5R)-3-((6-aminopyridazin-4-yl)methyl)-2-oxo-5-(trifluoromethyl)piperidine-3-carboxylate NC1=CC(=CN=N1)CC1(C(NC[C@@H](C1)C(F)(F)F)=O)C(=O)OC